FC(COC1=CC=CC(=N1)N)F 6-(2,2-difluoroethoxy)pyridin-2-amine